Methyl 2-(4-(6-((4-cyano-2-fluorobenzyl) oxy) pyridin-2-yl)-2,5-difluorobenzyl)-1-((1-(cyclopropoyl)-3-methoxyazetidin-3-yl) methyl)-1H-benzo[d]imidazole-6-carboxylate C(#N)C1=CC(=C(COC2=CC=CC(=N2)C2=CC(=C(CC3=NC4=C(N3CC3(CN(C3)C(=O)C3CC3)OC)C=C(C=C4)C(=O)OC)C=C2F)F)C=C1)F